Diaminozinc carbonate C(O)(O)=O.N[Zn]N